6-((4-(1-cyanocyclopropyl)phenyl)(5-(3,5-dimethylisoxazol-4-yl)-2-methylphenyl)amino)-2-azaspiro[3.3]heptane-2-carboxylic acid C(#N)C1(CC1)C1=CC=C(C=C1)N(C1CC2(CN(C2)C(=O)O)C1)C1=C(C=CC(=C1)C=1C(=NOC1C)C)C